C1(=CC=CC=C1)S(=O)(=O)NCCNS(=O)(=O)C1=CC=CC=C1 dibenzenesulfonyl-ethylenediamine